2-methoxyaniline COC1=C(N)C=CC=C1